3-chloro-5-{2-[(3S,4S)-3-{[4-(2-methanesulfonylethanesulfonyl)phenoxy]methyl}-4-methylpyrrolidin-1-yl]ethyl}benzonitrile ClC=1C=C(C#N)C=C(C1)CCN1C[C@H]([C@@H](C1)C)COC1=CC=C(C=C1)S(=O)(=O)CCS(=O)(=O)C